1-([1,2,4]triazolo[4,3-a]pyrazin-8-yl)-N-benzyl-N-(furan-2-ylmethyl)methylamine N=1N=CN2C1C(=NC=C2)CN(CC=2OC=CC2)CC2=CC=CC=C2